di-isopropyl azodicarboxylate N(=NC(=O)OC(C)C)C(=O)OC(C)C